2-chloro-4,4-difluoro-2'-methyl-spiro[5H-thieno[2,3-c]pyran-7,4'-piperidine]-1'-carboxylic acid tert-butyl ester C(C)(C)(C)OC(=O)N1C(CC2(CC1)OCC(C1=C2SC(=C1)Cl)(F)F)C